Carboxybenzoic acid C(=O)(O)C1=C(C(=O)O)C=CC=C1